4-[(3-{4-[(1,1-dioxo-1λ6-thian-4-yl)amino]-1-(2,2,2-trifluoroethyl)-1H-indol-2-yl}prop-2-yn-1-yl)amino]-3-methoxybenzamide O=S1(CCC(CC1)NC1=C2C=C(N(C2=CC=C1)CC(F)(F)F)C#CCNC1=C(C=C(C(=O)N)C=C1)OC)=O